2-Methylheptane CC(C)CCCCC